6-(3-Fluoro-5-isobutoxyphenyl)-2-(3-isopropyl-1-piperidyl)-N-(1H-pyrazol-5-ylsulfonyl)pyridin-3-carboxamid FC=1C=C(C=C(C1)OCC(C)C)C1=CC=C(C(=N1)N1CC(CCC1)C(C)C)C(=O)NS(=O)(=O)C1=CC=NN1